(trans)-2-[[2-[(1-hydroxy-3H-2,1-benzoxaborole-5-yl)amino]-5-methyl-pyrimidin-4-yl]amino]cyclohexanecarbonitrile OB1OCC2=C1C=CC(=C2)NC2=NC=C(C(=N2)N[C@H]2[C@@H](CCCC2)C#N)C